2-(2-hydroxy-4-meth-oxyphenyl)-4,6-diphenyl-1,3,5-triazine OC1=C(C=CC(=C1)OC)C1=NC(=NC(=N1)C1=CC=CC=C1)C1=CC=CC=C1